C1(CC1)N(C(=O)C=1C(=C(C(=CC1CCCCC)O)C1CCCC(=C1)C)O)C N-cyclopropyl-2,6-dihydroxy-N,5'-dimethyl-4-pentyl-1',2',3',4'-tetrahydro-[1,1'-biphenyl]-3-carboxamide